nickel (ii) 5-bromo-N-[3-(3-chloro-4-cyano-phenoxy)-2,2,4,4-tetramethyl-cyclobutyl]pyrimidine-2-carboxamide BrC=1C=NC(=NC1)C(=O)NC1C(C(C1(C)C)OC1=CC(=C(C=C1)C#N)Cl)(C)C.[Ni+2]